2H-naphthyridin N1CC=CC2=CC=CN=C12